(oxetan-3-yl)isonicotinamide O1CC(C1)C1=C(C(=O)N)C=CN=C1